ClC=1C(=NNC1)C1=NC(=NC=C1C(F)(F)F)N[C@@H]1CC[C@H](CC1)N(C(OCC(C)(C)O)=O)C1=NC=C(N=C1)C=1C=NC(=NC1)OC 2-hydroxy-2-methylpropyl (trans-4-((4-(4-chloro-1H-pyrazol-3-yl)-5-(trifluoromethyl)pyrimidin-2-yl)amino)cyclohexyl)(5-(2-methoxypyrimidin-5-yl)pyrazin-2-yl)carbamate